OC(CNC(\C=C\C=C\C=C/C=C/CCC)=O)(C)C 2E,6Z,8E,10E-dodecatetraenoic acid-N-(2-hydroxy-2-methylpropyl)-amide